C(C)[Si](CCCCCCCCC)(CC)CC Triethyl-(nonyl)silane